5-(4-methoxyphenyl)-5-hydroxy-1,3-diphenyl-2,4-imidazolinedione COC1=CC=C(C=C1)C1(C(N(C(N1C1=CC=CC=C1)=O)C1=CC=CC=C1)=O)O